3-cyclopropyl-N-methyl-1-((R)-p-tolylsulfinyl)aziridine-2-carboxamide C1(CC1)C1C(N1[S@](=O)C1=CC=C(C=C1)C)C(=O)NC